C1(CC1)N1N=CC=C1C1=CC(=NC2=C(N=CC=C12)C1=CC=NN1)N1[C@@H](COCC1)C 4-(1-cyclopropyl-1H-pyrazol-5-yl)-2-[(3R)-3-methylmorpholin-4-yl]-8-(1H-pyrazol-5-yl)-1,7-naphthyridine